C(C)OC(=O)C1=NN(C(=C1Cl)C=1C=NC=CC1OC(F)F)CC.FC=1C=CC=2C=3N(C(=NC2C1)N[C@@H]1C(NCCC1)=O)N=C(N3)C3=CC(=CC=C3)OC (3S)-3-{[8-fluoro-2-(3-methoxyphenyl)[1,2,4]triazolo[1,5-c]quinazolin-5-yl]amino}piperidin-2-one ethyl-4-chloro-5-(4-(difluoromethoxy)pyridin-3-yl)-1-ethyl-1H-pyrazole-3-carboxylate